ClC1=NC=C(C(=N1)C=1C=C(C2=C(C(CO2)(C)C(C)C)C1)F)Cl 2,5-dichloro-4-(7-fluoro-3-isopropyl-3-methyl-2,3-dihydrobenzofuran-5-yl)pyrimidine